N-(5-(2-(2-(5-chloro-2-(1H-tetrazol-1-yl)phenyl)-1,4-dioxo-octahydropyrrolo[1,2-a]pyrazin-6-yl)-1H-imidazol-5-yl)-6-fluoropyridin-2-yl)acetamide ClC=1C=CC(=C(C1)N1C(C2N(C(C1)=O)C(CC2)C=2NC(=CN2)C=2C=CC(=NC2F)NC(C)=O)=O)N2N=NN=C2